(R)-6-(bromomethyl)-3-methylene-6-phenyltetrahydro-2H-pyran-2-one BrC[C@@]1(CCC(C(O1)=O)=C)C1=CC=CC=C1